C(C)C=1NC(=C(N1)C1=CC(=CC=C1)F)C=1C=CC=2N(C1)C=CN2 6-(2-Ethyl-4-(3-fluorophenyl)-1H-imidazol-5-yl)imidazo[1,2-a]pyridine